ClC1=CC=C(S1)CNC1=CC(=NN1C(=O)C=1N=CSC1)C1CCN(CCC1)S(=O)(=O)C N-[(5-Chlorothiophen-2-yl)methyl]-3-(1-methansulfonylazepan-4-yl)-1-(1,3-thiazol-4-carbonyl)-1H-pyrazol-5-amin